COCC(C)NC(=O)C1=CC2=C(N3C=4C=CC=CC4N=C13)N=C(C=C2N2CCN(CCC2)C)C 2-Methyl-4-(4-methyl-[1,4]diazepan-1-yl)-1,7,11b-triaza-benzo[c]fluorene-6-carboxylic acid (2-methoxy-1-methyl-ethyl)-amide